potassium (E)-2-((3,5-di-tert-butyl-2-hydroxybenzylidene) amino)-2-methylpropionate C(C)(C)(C)C=1C(=C(\C=N\C(C(=O)[O-])(C)C)C=C(C1)C(C)(C)C)O.[K+]